SC(=O)O mercaptoformic acid